(2S)-2-(2-(6-bromo-4-chloro-2H-indazol-2-yl)-3-ethoxy-3-oxopropionyl)pyrrolidine-1-carboxylic acid tert-butyl ester C(C)(C)(C)OC(=O)N1[C@@H](CCC1)C(C(C(=O)OCC)N1N=C2C=C(C=C(C2=C1)Cl)Br)=O